N1-methyl-4-pyridone CN1C=CC(C=C1)=O